(3S)-5,6-dichloro-1'-[(3R,5S)-5-(methoxymethyl)pyrrolidine-3-carbonyl]-1H-spiro[indol-3,3'-pyrrolidin]-2-one ClC=1C=C2C(=CC1Cl)NC([C@]21CN(CC1)C(=O)[C@H]1CN[C@@H](C1)COC)=O